isooctadecyl 2-propenoate C(C=C)(=O)OCCCCCCCCCCCCCCCC(C)C